O=C1N=CC(=NC1)C(=O)O 5,6-DIHYDRO-5-OXO-2-PYRAZINECARBOXYLIC ACID